(S)-tert-butyl (1-((2-(ethoxymethyl)-1-(2-hydroxy-2-methylpropyl)-1H-imidazo[4,5-c]quinolin-4-yl)amino)-4-methyl-1-oxopentan-2-yl)carbamate C(C)OCC=1N(C2=C(C(=NC=3C=CC=CC23)NC([C@H](CC(C)C)NC(OC(C)(C)C)=O)=O)N1)CC(C)(C)O